tert-Butyl ((3R,6S)-6-methylpiperidin-3-yl)carbamate (R)-2-(3,5-dinitrobenzamido)-2-phenylacetic acid salt [N+](=O)([O-])C=1C=C(C(=O)N[C@@H](C(=O)O)C2=CC=CC=C2)C=C(C1)[N+](=O)[O-].C[C@H]1CC[C@H](CN1)NC(OC(C)(C)C)=O